C(C1=CC=CC=C1)N1C=CC=2C(=NC(=CC21)C(=O)N)C=2N(C=CC2)CC2=CC=CC=C2 1-benzyl-4-(1-benzyl-1H-pyrrol-2-yl)-1H-pyrrolo[3,2-c]pyridine-6-carboxamide